NC1=C(N=CC(=N1)N1CCN(CC1)C(=O)NC1=CC=C(C=C1)C#N)SC1=C(C(=CC=C1)Cl)Cl 4-(6-amino-5-((2,3-dichlorophenyl)thio)pyrazin-2-yl)-N-(4-cyanophenyl)piperazine-1-carboxamide